6-(5-Fluoro-2-(((1r,4r)-4-((2-methoxyethyl)amino)cyclohexyl)amino)pyrimidin-4-yl)-3,4-Dihydroisoquinolin FC=1C(=NC(=NC1)NC1CCC(CC1)NCCOC)C=1C=C2CCN=CC2=CC1